BrC=1C=C2C(=NC1)N(C(=N2)C2=NC=C(C=C2SCC)C2=CC=C(C=C2)C2CC2)C 2-{6-bromo-3-methyl-3H-imidazo[4,5-b]pyridin-2-yl}-5-(4-cyclopropylphenyl)-3-(ethylsulfanyl)pyridine